3-ethyl-3-ethynyl-oxetane C(C)C1(COC1)C#C